C(C(=C)C)(=O)OCCC(C(S(=O)(=O)O)[NH2+]C)(C)CCOC(C(=C)C)=O bis[2-(methacryloyloxy)ethyl](methyl)ammoniopropane-1-sulfonic acid